OC[C@H](C)NC(=O)C1=NC(=C(C=C1)OC1=CC=C(C=C1)C(F)(F)F)C1=NN(C=C1)C N-[(2S)-1-Hydroxypropan-2-yl]-6-(1-methyl-1H-pyrazol-3-yl)-5-[4-(trifluoromethyl)phenoxy]pyridine-2-carboxamide